C(C=C)(=O)OC1=CC=C2C=CCOC2=C1 chromen-7-yl acrylate